P(=O)(OOC(CCCCCCCCCCCCCCC)C(C)CC)([O-])[O-] sec-butylhexadecyloxy phosphate